FC1=C(C(=C(C=C1OC)OC)F)B1OC(C(O1)(C)C)(C)C 2-(2,6-difluoro-3,5-dimethoxyphenyl)-4,4,5,5-tetramethyl-1,3,2-dioxaborolane